C(CCCCCCC\C=C/C\C=C/CCCCC)OC=1C=C(OCCO)C=C(C1)CCCCCCCCCCCCCCC 2-(3-((9Z,12Z)-octadeca-9,12-dien-1-yloxy)-5-pentadecylphenoxy)ethanol